C1(CCC1)C=1OC(=NN1)N1[C@H](C2=C(CC1)NC=N2)C2=NN1C(C(=CC=C1)C(F)(F)F)=C2 (R)-2-cyclobutyl-5-(4-(4-(trifluoromethyl)pyrazolo[1,5-a]pyridin-2-yl)-6,7-dihydro-1H-imidazo[4,5-c]pyridin-5(4H)-yl)-1,3,4-oxadiazole